Diethoxybis(ethoxyacetoacetyl)titanium C(C)O[Ti](C(CC(=O)COCC)=O)(C(CC(=O)COCC)=O)OCC